CN(C)[C@H](C1=CC=CC=C1)CCOC1=CC=CC2=CC=CC=C12 (S)-N,N-dimethyl-alpha-[2-(1-naphthoxy)ethyl]benzylamine